(2S,4R)-1-(2-(3-Acetyl-5-(2-methylpyrimidin-5-yl)-1H-indazol-1-yl)acetyl)-4-fluoro-N-(2-fluoro-3-(4,4,5,5-tetramethyl-1,3,2-dioxaborolan-2-yl)phenyl)pyrrolidine-2-carboxamide C(C)(=O)C1=NN(C2=CC=C(C=C12)C=1C=NC(=NC1)C)CC(=O)N1[C@@H](C[C@H](C1)F)C(=O)NC1=C(C(=CC=C1)B1OC(C(O1)(C)C)(C)C)F